FC(S(=O)(=O)[O-])(F)F.BrC1=C2C=CC=[N+](C2=C(C=C1)Br)C 5,8-dibromo-1-methylquinolin-1-ium Trifluoromethanesulfonate